4-(o-tolylamino)cyclobut-3-ene-1,2-dione C1(=C(C=CC=C1)NC1=CC(C1=O)=O)C